C(C\C=C\C)O (3E)-3-penten-1-ol